(3-hydroxypropyl)-3,6-dinitro-1-naphthoic acid OCCCC1=C(C2=CC=C(C=C2C=C1[N+](=O)[O-])[N+](=O)[O-])C(=O)O